N-(1-METHYL-6-(TRIFLUOROMETHOXY)-1H-INDAZOL-7-YL)-1-(4-(TRIFLUOROMETHYL)PYRIDIN-2-YL)-N-((1-(4-(TRIFLUOROMETHYL)PYRIDIN-2-YL)-1H-PYRAZOL-4-YL)SULFONYL)-1H-PYRAZOLE-4-SULFONAMIDE CN1N=CC2=CC=C(C(=C12)N(S(=O)(=O)C=1C=NN(C1)C1=NC=CC(=C1)C(F)(F)F)S(=O)(=O)C=1C=NN(C1)C1=NC=CC(=C1)C(F)(F)F)OC(F)(F)F